(2R,4aR,9aR)-5-methoxy-1,1,4a-trimethyl-7-((E)-4-(3-methylbut-2-en-1-yl)-3,5-bis(prop-2-yn-1-yloxy)styryl)-2,3,4,4a,9,9a-hexahydro-1H-xanthen-2-ol COC1=C2O[C@@]3(CC[C@H](C([C@H]3CC2=CC(=C1)\C=C\C1=CC(=C(C(=C1)OCC#C)CC=C(C)C)OCC#C)(C)C)O)C